C(C1=CC=CC=C1)[C@@H]1N(C(OC1)=O)C(=O)[C@@H](C\C=C\CBr)[C@@H]1CN(CC1)C(=O)OC(C)(C)C tert-Butyl (3R)-3-[(E,1S)-1-[(4S)-4-benzyl-2-oxo-oxazolidine-3-carbonyl]-5-bromo-pent-3-enyl]pyrrolidine-1-carboxylate